C(CC=CCO)O 3-pentene-1,5-diol